((trans-4-(4-methoxy-3-methylphenyl)cyclohexyl)methyl)-cyclohexanecarboxamide COC1=C(C=C(C=C1)[C@@H]1CC[C@H](CC1)CC1(CCCCC1)C(=O)N)C